C(C)OC=1C(=CC2=CN(N=C2C1)C12COC(C1)(C2)C)C(=O)OC2=CC=CC=C2 phenyl 6-ethoxy-2-(1-methyl-2-oxabicyclo[2.1.1]hexan-4-yl)-2H-indazole-5-carboxylate